5-methylimidazo[1,2-a]pyridine-6-carboxylic acid CC1=C(C=CC=2N1C=CN2)C(=O)O